2'-chloro-N-(5-(((1R,3S)-3-hydroxycyclohexyl)oxy)-1,3,4-thiadiazol-2-yl)-5'-methoxy-6-methyl-(4,4'-bipyridine)-3-carboxamide ClC1=NC=C(C(=C1)C1=C(C=NC(=C1)C)C(=O)NC=1SC(=NN1)O[C@H]1C[C@H](CCC1)O)OC